[Na].ClC1=CC=C(OCC(=O)O)C=C1 L-4-chlorophenoxyacetic acid sodium